N,N'-bis(phenylethyl)-1,3-bis(aminomethyl)benzene C1(=CC=CC=C1)CCNCC1=CC(=CC=C1)CNCCC1=CC=CC=C1